fluoro-N-(4-fluoro-3-((1-methylethyl)sulfonamido)benzyl)-4'-oxo-3',4'-dihydro-1'H-spiro[piperidine-4,2'-quinoline]-1-carboxamide FN1C2(CC(C3=CC=CC=C13)=O)CCN(CC2)C(=O)NCC2=CC(=C(C=C2)F)NS(=O)(=O)C(C)C